C(=O)(O)C1=CC(=C(C=C1)C1=CC=CC=C1)C(=C(C1=C(C=CC(=C1)C(=O)O)C1=CC=CC=C1)C1=C(C=CC(=C1)C(=O)O)C1=CC=CC=C1)C1=C(C=CC(=C1)C(=O)O)C1=CC=CC=C1 1,1,2,2-tetrakis-[4-carboxy-(1,1-biphenylyl)]ethylene